1-[(3R,5S)-4-(2-(4-bromophenoxy)ethyl)-3,5-dimethylpiperazin-1-yl]ethanone BrC1=CC=C(OCCN2[C@@H](CN(C[C@@H]2C)C(C)=O)C)C=C1